F[C@@H]1[C@@H]2CCC[C@H](CC1=O)N2C(=O)OC(C)(C)C tert-butyl (1S,2R,5R)-2-fluoro-3-oxo-9-azabicyclo[3.3.1]nonane-9-carboxylate